Neo-pentylmagnesium chloride C(C(C)(C)C)[Mg]Cl